OCC1=NC=CC=C1NC(OC(C)(C)C)=O tert-butyl [2-(hydroxymethyl)-3-pyridyl]carbamate